C(CCC)ON=C1C2(CCC(C1)C2(C)C)CS(=O)(=O)NC2=CC(=CC=C2)OC 1-(2-(butoxyimino)-7,7-dimethylbicyclo[2.2.1]hept-1-yl)-N-(3-methoxyphenyl)methanesulfonamide